2-(1-(tert-Butoxycarbonyl)-4-hydroxypiperidin-4-yl)acetic acid C(C)(C)(C)OC(=O)N1CCC(CC1)(O)CC(=O)O